1-amino-6-methylanthracene-9,10-dione NC1=CC=CC=2C(C3=CC(=CC=C3C(C12)=O)C)=O